C(C)(=O)N1CCC2(C[C@@H](N(C2=O)C)CCN2CCN(CC2)C2=CC(=CC=C2)Cl)CC1 (R)-8-acetyl-3-(2-(4-(3-chlorophenyl)piperazin-1-yl)ethyl)-2-methyl-2,8-diazaspiro[4.5]decan-1-one